N1=C(C=CC=C1)[Zn](C1=NC=CC=C1)(C1=NC=CC=C1)C1=NC=CC=C1 tetrapyridyl-zinc